1-cyclopropyl-3-methoxy-3,5-dimethyl-8-[[(1R)-1-[3-(1,1-difluoro-2-hydroxy-ethyl)-2-methyl-phenyl]ethyl]amino]pyrrolo[2,3-g]phthalazin-2-one C1(CC1)N1C(C(C=2C1=CC=1C(=NN=C(C1C2)C)N[C@H](C)C2=C(C(=CC=C2)C(CO)(F)F)C)(C)OC)=O